3-(1-(2-aminopyridin-3-yl)cyclopropyl)-2-(tert-butoxycarbonylamino)propanoic acid NC1=NC=CC=C1C1(CC1)CC(C(=O)O)NC(=O)OC(C)(C)C